C(C#CC)(=O)N1CCN(CC1)[C@H]1C=2C(NCC1)=C(N(N2)C2=CC=C(C=C2)OC2=CC=CC=C2)C(=O)N (7R)-7-[4-(but-2-ynoyl)piperazin-1-yl]-2-(4-phenoxyphenyl)-4,5,6,7-tetrahydro-2H-pyrazolo[4,3-b]pyridine-3-carboxamide